3-[6-amino-1-[(4-amino-3-methyl-phenyl)methyl]pyrazolo[3,4-d]pyrimidin-4-yl]-2-fluoro-benzonitrile NC1=NC(=C2C(=N1)N(N=C2)CC2=CC(=C(C=C2)N)C)C=2C(=C(C#N)C=CC2)F